[Ag].[Au].[Cr] chromium-gold-silver